C1(CC1)N1C(=CC2=C1N=C(S2)SC)C(=O)OCC ethyl 4-cyclopropyl-2-(methylthio)-4H-pyrrolo[2,3-d]thiazole-5-carboxylate